(R)-3-hydroxy-3-(3-(3-(imidazo[1,2-a]pyrazin-6-yl)phenyl)isoxazol-5-yl)-1-methylpyrrolidin-2-one O[C@@]1(C(N(CC1)C)=O)C1=CC(=NO1)C1=CC(=CC=C1)C=1N=CC=2N(C1)C=CN2